ClC1=NC(=NC(=C1)OC1=C(C=CC=C1)C)NS(=O)(=O)C1=CC(=CC=C1)[N+](=O)[O-] N-[4-chloro-6-(2-methylphenoxy)pyrimidin-2-yl]-3-nitro-benzenesulfonamide